C(#N)C1CC2(C1)C[C@H](N(CC2)CC2=C1C=CNC1=C(C=C2OC)C)C2=CC=C(C(=O)NC(CC(=O)O)(C)C)C=C2 3-(4-((2R,4r,6S)-2-cyano-7-((5-methoxy-7-methyl-1H-indol-4-yl)methyl)-7-azaspiro[3.5]nonan-6-yl)benzamido)-3-methylbutanoic acid